perfluoroheptanamine FC(C(C(C(C(C(C(F)(F)F)(F)F)(F)F)(F)F)(F)F)(F)F)(N)F